(R)-1-methylazetidine-2-carboxylic acid CN1[C@H](CC1)C(=O)O